2-amino-1-(3-methoxy-2,6-dimethylphenyl)-6-methyl-5-nitropyrrolo[2,3-b]pyridine-3-carbonitrile NC1=C(C=2C(=NC(=C(C2)[N+](=O)[O-])C)N1C1=C(C(=CC=C1C)OC)C)C#N